N-[3-(dimethylamino)propyl]-N-[1-(N',N'-dioctylhydrazine-carbonyl)undecan-2-yl]decanamide CN(CCCN(C(CCCCCCCCC)=O)C(CC(=O)NN(CCCCCCCC)CCCCCCCC)CCCCCCCCC)C